1-methylcyclohex-2-en-1-ol CC1(C=CCCC1)O